ClC1=NC(=N[Se]1)F 5-chloro-3-fluoro-1,2,4-selendiazole